2-(4-(1-((2R,5S)-4-(2-(cyanomethyl)-4-methyl-5-oxo-4,5-dihydro-2H-pyrazolo[4,3-b]pyridin-7-yl)-2,5-diethylpiperazin-1-yl)ethyl)phenyl)-2-methylpropanenitrile C(#N)CN1N=C2C(N(C(C=C2N2C[C@H](N(C[C@@H]2CC)C(C)C2=CC=C(C=C2)C(C#N)(C)C)CC)=O)C)=C1